5-(4-hydroxy-3-methoxyphenyl)thiophene-2-thiocarboxamide hydrochloride Cl.OC1=C(C=C(C=C1)C1=CC=C(S1)C(N)=S)OC